ethylene glycol ditertiary butyl ether C(C)(C)(C)OCCOC(C)(C)C